(±)-3-(5-chloro-2-methoxyphenyl)-1,3-dihydro-3-hydroxy-6-(trifluoromethyl)-2H-indol-2-one ClC=1C=CC(=C(C1)[C@]1(C(NC2=CC(=CC=C12)C(F)(F)F)=O)O)OC |r|